BrC1=CC(=NC(=C1)C)C(C)OCC1=CC=C(C=C1)OC 4-bromo-2-[1-[(4-methoxyphenyl)methoxy]ethyl]-6-methyl-pyridine